BrC=1N=C(N2C1C(=NC=C2)NCC2=C(C=C(C=C2)OC)OC)OC(=O)N2C(CCC(C2)C)CN(CC(=O)OC)C(C)C (1-bromo-8-((2,4-dimethoxybenzyl)amino)imidazo[1,5-a]pyrazin-3-yl)-2-((isopropyl(2-methoxy-2-oxoethyl)amino)methyl)-5-methylpiperidine-1-carboxylate